CC1(CCN(CC1)C(=O)C1=CC=C(C=C1)C=1C=C(C=NC1)C1=CC=NC2=C1C=C1N2CCN(C1=O)C)C 4-(5-(4-(4,4-dimethylpiperidine-1-carbonyl)phenyl)pyridin-3-yl)-7-methyl-8,9-dihydropyrido[3',2':4,5]pyrrolo[1,2-a]pyrazin-6(7H)-one